[4-(6-Oxo-1-propyl-6,7-dihydro-1H-purin-8-yl)-phenoxy]-acetic acid O=C1C=2NC(=NC2N=CN1CCC)C1=CC=C(OCC(=O)O)C=C1